3-diethylaminobenzaldehyde C(C)N(C=1C=C(C=O)C=CC1)CC